O1CCN(CC1)CCN1C(CCC2=CC=C(C=C12)C1=C(C=CC=C1)OC(F)(F)F)=O 1-(2-morpholinoethyl)-7-(2-(trifluoromethoxy)phenyl)-3,4-dihydroquinolin-2(1H)-one